CC=1C=C2CO[C@]3(O[C@@H]([C@H]([C@@H]([C@H]3O)O)O)C)C2=CC1CC1=CC=C(C=C1)CCC (1S,3'R,4'S,5'S,6'R)-5,6'-Dimethyl-6-(4-propyl-benzyl)-3',4',5',6'-tetrahydro-3H-spiro-[isobenzofuran-1,2'-pyran]-3',4',5'-triol